N-cyclopentyl-2-[(6-fluorobiphenyl-3-yl)amino]-4-{[(1S)-2-hydroxy-1-phenylethyl]amino}pyrimidine-5-carboxamide C1(CCCC1)NC(=O)C=1C(=NC(=NC1)NC=1C=C(C(=CC1)F)C1=CC=CC=C1)N[C@H](CO)C1=CC=CC=C1